N12C[C@@H](C(CC1)CC2)OC=2C=C(C(=O)N[C@H](C)C=1C=NC(=NC1)C(F)(F)F)C=C(C2)C=2SC(=CN2)CC 3-[(3R)-1-azabicyclo[2.2.2]oct-3-yloxy]-5-(5-ethyl-1,3-thiazol-2-yl)-N-{(1R)-1-[2-(trifluoromethyl)pyrimidin-5-yl]ethyl}benzamide